HEPTADECANEON 1,7-divinyl-octamethyltetrasiloxane C(=C)[Si](O[Si](O[Si](O[Si](C=C)(C)C)(C)C)(C)C)(C)C.[Ne].[Ne].[Ne].[Ne].[Ne].[Ne].[Ne].[Ne].[Ne].[Ne].[Ne].[Ne].[Ne].[Ne].[Ne].[Ne].[Ne]